1-(tert-butyl) 4-methyl indoline-1,4-dicarboxylate N1(CCC=2C(=CC=CC12)C(=O)OC)C(=O)OC(C)(C)C